4-(cyclohexylamino)-3-(1,5-dimethyl-1H-1,2,4-triazol-3-yl)-N-methylbenzenesulfonamide C1(CCCCC1)NC1=C(C=C(C=C1)S(=O)(=O)NC)C1=NN(C(=N1)C)C